2-[[6-[3-(Difluoromethoxy)-4-fluoro-phenyl]pyrazolo[4,3-b]pyridin-1-yl]methyl]-5-methyl-oxazole FC(OC=1C=C(C=CC1F)C=1C=C2C(=NC1)C=NN2CC=2OC(=CN2)C)F